ClC1=NN=C2N1C1=CC=CC=C1C(=N2)N(C)C2=C(C=CC(=C2)C2=NC=C(N=C2)C2CC2)F chloro-N-(5-(5-cyclopropylpyrazin-2-yl)-2-fluorophenyl)-N-methyl-[1,2,4]triazolo[4,3-a]quinazolin-5-amine